FC1=CC=C(C=C1)N1N=CC2=CC(=C(C=C12)C)B1OC(C(O1)(C)C)(C)C 1-(4-fluorophenyl)-6-methyl-5-(4,4,5,5-tetramethyl-1,3,2-dioxaborolan-2-yl)-1H-indazole